(2R)-2-Amino-2-methylhexanoic acid hydrochloride Cl.N[C@@](C(=O)O)(CCCC)C